(S)-2-(3-chlorophenyl)-2-methyl-1-phenylpropyl((S)-1-(((S)-1-hydroxy-3-((S)-2-oxopyrrolidin-3-yl) propan-2-yl)amino)-4-methyl-1-oxopentan-2-yl)carbamate ClC=1C=C(C=CC1)C([C@H](C1=CC=CC=C1)N(C([O-])=O)[C@H](C(=O)N[C@H](CO)C[C@H]1C(NCC1)=O)CC(C)C)(C)C